4-(4-(6-(((1R,3R,4S,5S)-4-fluoro-1,9-dimethyl-9-azabicyclo[3.3.1]nonan-3-yl)oxy)pyridazin-3-yl)-3-hydroxyphenyl)-1-methyl-1,3,5-triazin-2(1H)-one F[C@@H]1[C@@H](C[C@]2(CCC[C@@H]1N2C)C)OC2=CC=C(N=N2)C2=C(C=C(C=C2)C2=NC(N(C=N2)C)=O)O